FC=1C=CC(=NC1)C1=NN(C=C1C=1C=CN=C2C=CC(=NC12)OC)C 8-[3-(5-fluoro-2-pyridinyl)-1-methyl-pyrazol-4-yl]-2-methoxy-1,5-naphthyridine